C=1CCN2C=CC=CC12 2,3-dihydroindolizin